1-(5-bromopyrazin-2-yl)-4-fluoropiperidine-4-carboxylic acid ethyl ester C(C)OC(=O)C1(CCN(CC1)C1=NC=C(N=C1)Br)F